NC1=NC(=C2C(=N1)N(N=C2)CC2=C(C=C(C=C2)[N+](=O)[O-])F)C=2C=C(C#N)C=CC2 3-[6-amino-1-[(2-fluoro-4-nitro-phenyl)methyl]pyrazolo[3,4-d]pyrimidine-4-yl]benzonitrile